ClC1=C(C=C(C=C1)C=1NC(C=2N(C1)N=C(C2C2C(C2)(F)F)C(=O)OCC)=O)C Ethyl 6-(4-chloro-3-methylphenyl)-3-(2,2-difluorocyclopropyl)-4-oxo-4,5-dihydropyrazolo[1,5-a]pyrazine-2-carboxylate